Cl.[C@H]12NC[C@H](OC1)C2 (1R,4R)-2-aza-5-oxabicyclo[2.2.1]heptane hydrochloride